5-(4-(hexyloxy)-1,2,5-thiadiazol-3-yl)-1-methyl-1-(1-(octanoyloxy)propyl)-1,2,3,6-tetrahydropyridin-1-ium acetate Iodopropyl-octanoate ICCCOC(CCCCCCC)=O.C(C)(=O)[O-].C(CCCCC)OC=1C(=NSN1)C1=CCC[N+](C1)(C(CC)OC(CCCCCCC)=O)C